C(C)(C)(C)OC(=O)N1CCC(CC1)CC(=O)N1CCC(CC1)NC1=NC=C(C(=N1)C=1C=C(C=CC1)C1=CC=CC=C1)Cl tert-butyl-4-(2-(4-((4-([1,1'-biphenyl]-3-yl)-5-chloropyrimidin-2-yl)amino)piperidin-1-yl)-2-oxoethyl)piperidine-1-carboxylate